C(C1=CC=CC=C1)NC1=C(C(=CC(=C1)N1CCOCC1)F)[N+](=O)[O-] benzyl-3-fluoro-5-morpholino-2-nitroaniline